O.[Na+].[Na+].P(=O)([O-])([O-])O phosphate disodium salt monohydrate